6-bromo-2-ethyl-7-fluoro-4-oxo-1,4-dihydro-1,5-naphthyridin-3-yl piperazine-1-carboxylate N1(CCNCC1)C(=O)OC1=C(NC2=CC(=C(N=C2C1=O)Br)F)CC